3-[4-(Trifluoromethyl)anilino]pyrazine-2-carbohydrazide FC(C1=CC=C(NC=2C(=NC=CN2)C(=O)NN)C=C1)(F)F